9H-Fluoren-9-yl (S)-N-benzyl-P-(4-cyanophenyl)phosphonamidate C(C1=CC=CC=C1)N[P@](OC1C2=CC=CC=C2C=2C=CC=CC12)(=O)C1=CC=C(C=C1)C#N